(2R,5S)-N-(2-Chloropyridin-4-yl)-3-(3-methyl-4-nitrophenyl)-2-(trifluoromethyl)oxazolidin-5-carboxamid ClC1=NC=CC(=C1)NC(=O)[C@@H]1CN([C@H](O1)C(F)(F)F)C1=CC(=C(C=C1)[N+](=O)[O-])C